6-(difluoromethyl)-2-(phenylamino)nicotinonitrile FC(C1=NC(=C(C#N)C=C1)NC1=CC=CC=C1)F